FC1=C(C=CC=C1C[C@@H]1N(C[C@@H]([C@@H]1NS(=O)(=O)CC)F)C(=O)C1OCC1)C1=CC(=CC(=C1)C)F N-[(2S,3R,4S)-2-[(2,3'-difluoro-5'-methyl[1,1'-biphenyl]-3-yl)methyl]-4-fluoro-1-(oxetane-2-carbonyl)pyrrolidin-3-yl]ethanesulfonamide